3-(2,5-Dioxo-3,4-bis(phenylthio)-2,5-dihydro-1H-pyrrol-1-yl)propanoic acid O=C1N(C(C(=C1SC1=CC=CC=C1)SC1=CC=CC=C1)=O)CCC(=O)O